C(=O)C1=C(C=C(N=N1)C#N)N1CC(OCC1)C C6-formyl-5-(2-methylmorpholino)pyridazine-3-carbonitrile